Cl.BrC=1C(C=2C(N(C(N2)C2CCNCC2)C(C)C)=CC1Br)(N)[N+](=O)[O-] 5,6-dibromo-4-nitro-2-(piperidin-4-yl)-1-(prop-2-yl)-1H-1,3-benzodiazol-4-amine hydrochloride